CNC1=NC=C(C=C1[N+](=O)[O-])C(F)(F)F 2-methylamino-3-nitro-5-(trifluoromethyl)pyridine